Ethane-d [2H]CC